methyl-selenoglutathione CN[C@H](C(=[Se])O)CCC(=O)N[C@@H](CS)C(=O)NCC(=O)O